3-acetyl-1-methyl-4-phenyl-1,2-dihydroquinolin-2-one C(C)(=O)C=1C(N(C2=CC=CC=C2C1C1=CC=CC=C1)C)=O